6-bromo-2-methyl-1,2,3,4-tetrahydroquinoline BrC=1C=C2CCC(NC2=CC1)C